BrC1=CC=C(C=C1)OB(O)O p-bromophenyl-boric acid